CN(C=1C=C(C=CC1F)C=1C=C2CC(C(C2=CC1)NC(O[C@@H]1CN2CCC1CC2)=O)(C)C)C (S)-quinuclidin-3-yl (5-(3-(dimethylamino)-4-fluorophenyl)-2,2-dimethyl-2,3-dihydro-1H-inden-1-yl)carbamat